IC=1C=NN(C1)C1CC2(C1)OCCO2 4-iodo-1-(5,8-dioxaspiro[3.4]octan-2-yl)-1H-pyrazole